methyl 3-(1-(3-methoxyphenyl)imidazo[1,5-a]pyridin-3-yl)benzoate COC=1C=C(C=CC1)C=1N=C(N2C1C=CC=C2)C=2C=C(C(=O)OC)C=CC2